N-(2-bromo-4-chlorophenyl)acetamide CC(=O)NC1=C(C=C(C=C1)Cl)Br